5-(4-cyclopropyl-1-methyl-1H-1,2,3-triazol-5-yl)pyridin-2-amine C1(CC1)C=1N=NN(C1C=1C=CC(=NC1)N)C